1-(1,1-Dimethylethyl)-3-(4-methylphenyl)-1H-pyrazolo[3,4-d]pyrimidin-4-amine CC(C)(C)N1N=C(C=2C1=NC=NC2N)C2=CC=C(C=C2)C